ClC1=CC=CC(=N1)C1=NC(=NC(=N1)NC1=CC(=NC=C1)C(C)(F)F)NC(C)C (6-chloro-pyridin-2-yl)-N-[2-(1,1-difluoro-ethyl)-pyridin-4-yl]-N'-isopropyl-[1,3,5]triazine-2,4-diamine